paracetamolate N(C(=O)C(=O)[O-])C1=CC=C(O)C=C1